C1(=CC=C(C=2C(=CC=C(C12)C(=O)Cl)C(=O)Cl)C(=O)Cl)C(=O)Cl naphthalene-1,4,5,8-tetracarboxylic acid tetrachloride